methyl 4-(but-2-en-2-yl)picolinate CC(=CC)C1=CC(=NC=C1)C(=O)OC